CC1=NSC(=C1C(=O)O)C 3,5-dimethylisothiazole-4-carboxylic acid